tert-butyl N-[(4-bromo-2-hydroxy-phenyl)methyl]carbamate BrC1=CC(=C(C=C1)CNC(OC(C)(C)C)=O)O